COCCOC[C@@H]1OC1 (R)-2-((2-methoxyethoxy)methyl)oxirane